trifluoromethylpyridin-2-amine FC(F)(F)C=1C(=NC=CC1)N